BrCC=1C(=NC=C(C1)OC)Cl 3-(bromomethyl)-2-chloro-5-methoxypyridine